(6-((2-amino-5-bromopyrimidin-4-yl)amino)quinoxalin-5-yl)dimethylphosphine oxide NC1=NC=C(C(=N1)NC=1C(=C2N=CC=NC2=CC1)P(C)(C)=O)Br